1-[2-(N-methylamino)-ethyl]-4-[(4-methoxyphenyl)thiomethyl]-1H-1,2,3-triazole CNCCN1N=NC(=C1)CSC1=CC=C(C=C1)OC